(+-)-5-butyl-2-(4-(tert-butyl)phenethyl)-6-pentyl-1,3-dioxan-4-ol C(CCC)C1C(OC(OC1CCCCC)CCC1=CC=C(C=C1)C(C)(C)C)O